tert-butyl 2-(6-(trifluoromethyl)pyridin-3-yl)-2,6-diazaspiro[3.4]octane-6-carboxylate FC(C1=CC=C(C=N1)N1CC2(C1)CN(CC2)C(=O)OC(C)(C)C)(F)F